ClC=1C=CC(=C(C(=O)NC=2C(=NN(C(C2)=O)CCO)C2=C(C=CC=C2)C(F)(F)F)C1)OC 5-chloro-N-{1-(2-hydroxyethyl)-6-oxo-3-[2-(trifluoromethyl)phenyl]-1,6-dihydro-4-pyridazinyl}-2-methoxybenzamide